FC=1C(=CC=2C3=C(C=NC2C1)N(C(C31CN(C1)C1=CC=CC=C1)=O)C)C=1C=C(C(=NC1)OCCNC(C)C)NS(=O)(=O)C1=CC(=NS1)C N-(5-(7'-Fluoro-3'-methyl-2'-oxo-1-phenyl-2',3'-dihydrospiro[azetidine-3,1'-pyrrolo[2,3-c]quinolin]-8'-yl)-2-(2-(isopropylamino)ethoxy)pyridin-3-yl)-3-methylisothiazole-5-sulfonamide